ClC=1C(=C(C=CC1Cl)O)[C@H]1CC=2N(C(=CN2)CC)C1 (R)-3,4-dichloro-2-(3-ethyl-6,7-dihydro-5H-pyrrolo[1,2-a]imidazol-6-yl)phenol